FC=1C=C2C(=NC(=NC2=C(C1)F)OCC1(C(C1)C(=O)OC)C=O)N1C[C@@]2(CC[C@H](C1)N2C(=O)OC(C)(C)C)C Tert-butyl (1S,5R)-3-(6,8-difluoro-2-((1-formyl-2-(methoxycarbonyl)cyclopropyl)methoxy)quinazolin-4-yl)-1-methyl-3,8-diazabicyclo[3.2.1]octane-8-carboxylate